FCCN1C=C(C(C2=CC(=C(C(=C12)Cl)N1CCC2(CCOC2)CC1)F)=O)C(=O)O 1-(2-fluoroethyl)-6-fluoro-8-chloro-1,4-dihydro-7-(2-oxa-8-azaspiro[4.5]dec-8-yl)-4-oxo-3-quinolinecarboxylic acid